CC1=C(C(=C(C1([Hf]C1(C=CC2=CC=3CC(CC3C=C12)(C)C)CCCC)C)C)C)C pentamethylcyclopentadienyl(1-n-butyl-6,6-dimethyl-1,5,6,7-tetrahydro-s-indacenyl)hafnium